cis-5-(4-Ethoxyphenyl)-N-ethyl-3a,6a-dimethylhexa-hydropyrrolo[3,4-c]pyrrole-2(1H)-carboxamide C(C)OC1=CC=C(C=C1)N1C[C@@]2([C@](C1)(CN(C2)C(=O)NCC)C)C